4-chloro-5-methoxy-N-methylpicolinamide ClC1=CC(=NC=C1OC)C(=O)NC